FC=1C=CC=C(C1F)C1=NNC(=C1O)C 3-(5,6-difluorophenyl)-5-methyl-pyrazol-4-ol